2-(4-fluorophenyl)-3-oxo-pyridazine-4-carboxylic acid FC1=CC=C(C=C1)N1N=CC=C(C1=O)C(=O)O